(S)-3-((S)-2-aminobut-3-yn-1-yl)pyrrolidin-2-one trifluoroacetic acid salt FC(C(=O)O)(F)F.N[C@@H](C[C@H]1C(NCC1)=O)C#C